N1(CCC1)C1=CC2=C(C=C(O2)C(=O)NS(=O)(=O)C=2C=3N(C=CC2)C=C(N3)C(=O)OCC)C(=C1)F Ethyl 8-{[6-(azetidin-1-yl)-4-fluoro-1-benzofuran-2-carbonyl]sulfamoyl}imidazo[1,2-a]pyridine-2-carboxylate